C(C(=C)C)(=O)OCCOC(NC(CNC(OCCC[Si](OC)(OC)OC)=O)C)=O 3,3-dimethoxy-11-methyl-8,13-dioxo-2,7,14-trioxa-9,12-diaza-3-silahexadecan-16-yl methacrylate